C1(=CC=CC=C1)CCC=1NC(=NN1)C(=O)OCC ethyl 5-(phenylethyl)-4H-1,2,4-triazole-3-carboxylate